2,6-diiodo-4-bromoaniline IC1=C(N)C(=CC(=C1)Br)I